CC1=NOC(=C1COC1=CC=C(C(=O)NC=2SC=C(N2)C2=CC=C(C=C2)OC(F)(F)F)C=C1)C 4-((3,5-dimethylisoxazol-4-yl)methoxy)-N-(4-(4-(trifluoromethoxy)phenyl)thiazol-2-yl)benzamide